OC[C@H](CC=1C=C2C(=CN1)N(N=C2)S(=O)(=O)C2=CC=CC=C2)NC(OC(C)(C)C)=O tert-butyl (S)-(1-hydroxy-3-(1-(phenylsulfonyl)-1H-pyrazolo[3,4-c]pyridin-5-yl)propan-2-yl)carbamate